C(CC(C)C)OC(CCC1C(CC(CC1)CCC(=O)OCCC(C)C)CCC(=O)OCCC(C)C)=O Tri(isopentyl)-cyclohexan-1,2,4-tripropionat